N-[[4-[2-Chloro-4-(trifluoromethyl)phenoxy]-2-fluorophenyl]carbamoyl]-2,6-difluorobenzamid ClC1=C(OC2=CC(=C(C=C2)NC(=O)NC(C2=C(C=CC=C2F)F)=O)F)C=CC(=C1)C(F)(F)F